Piperidine-2-carboxylic acid hydrochloride Cl.N1C(CCCC1)C(=O)O